C(C)C(C(=O)OCC(C)(C)C)(C(C(=O)OCC(C)(C)C)CC)C(C)C dineopentyl 2,3-diethyl-2-isopropylsuccinate